CC1=CC=CC(=N1)C1=C(C=NN1)C=1C=C2C(=CC=NC2=CC1)C(=O)OC[C@H]1NCCCC1 [(2S)-2-piperidyl]methyl 6-[5-(6-methyl-2-pyridyl)-1H-pyrazol-4-yl]quinoline-4-carboxylate